Silver-Gadolinium [Gd].[Ag]